4-(1-(2,3-difluorophenyl)ethyl)-6-methyl-2-(1-(oxetan-3-yl)-1H-pyrazol-4-yl)-1,6-dihydro-7H-pyrrolo[2,3-c]pyridin-7-one FC1=C(C=CC=C1F)C(C)C=1C2=C(C(N(C1)C)=O)NC(=C2)C=2C=NN(C2)C2COC2